CC([C@H]1CC[C@H]2[C@@H]3C=CC4=CC(CC[C@@]4(C)[C@@H]3CC[C@]12C)=O)=O 9β,10α-pregnan-4,6-diene-3,20-dione